C(C)(=O)N1[C@H]([C@H](CCC1)NS(=O)(=O)C)CO[C@@H]1CC[C@@H](CC1)C1=C(C=CC=C1)C#N N-(cis-1-acetyl-2-(((cis-4-(2-cyanophenyl)cyclohexyl)oxy)methyl)-piperidin-3-yl)methanesulfonamide